(4-(4,4,5,5-tetramethyl-1,3,2-dioxaborolan-2-yl)-2-(trifluoromethyl)phenyl)methanamine hydrochloride Cl.CC1(OB(OC1(C)C)C1=CC(=C(C=C1)CN)C(F)(F)F)C